ClC=1C=C(C=CC1F)NC(N([C@H](C)C1=CNC(C2=CC=CC=C12)=O)CC(=O)N(C)C)=O |r| Racemic-2-(3-(3-chloro-4-fluorophenyl)-1-(1-(1-oxo-1,2-dihydroisoquinolin-4-yl)ethyl)ureido)-N,N-dimethylacetamide